6a-fluoro-9a-chloro-11b,21-dihydroxy-16a-methylpregna-1,4-diene-3,20-dione F[C@H]1C[C@H]2[C@@H]3C[C@H]([C@H](C(CO)=O)[C@]3(C[C@@H]([C@@]2([C@]2(C=CC(C=C12)=O)C)Cl)O)C)C